4-((2R,3R,4S,5S)-3-(2-ethoxy-3,4-difluorophenyl)-4,5-dimethyl-5-(trifluoromethyl)tetrahydrofuran-2-carboxamido)picolinamide C(C)OC1=C(C=CC(=C1F)F)[C@@H]1[C@@H](O[C@@]([C@H]1C)(C(F)(F)F)C)C(=O)NC1=CC(=NC=C1)C(=O)N